FC1=C(C=CC=C1F)C(C)C=1C2=C(C(N(C1)C)=O)N(C=C2)S(=O)(=O)CC2=CC=CC=C2 4-(1-(2,3-difluorophenyl)ethyl)-6-methyl-1-toluenesulfonyl-1,6-dihydro-7H-pyrrolo[2,3-c]pyridin-7-one